propyl-N,N-dimethyl-N-carboxymethylenammonium C(CC)C(=[N+](C)C)C(=O)O